bis(4-acryloyloxypropylphenyl)propane C(C=C)(=O)OCCCC1=CC=C(C=C1)C(C)(C)C1=CC=C(C=C1)CCCOC(C=C)=O